NCCC1=CC=C(C=C1)C1=C(C=C(C#N)C=C1)OC=1N(N=C(C1)C1=CC=CC=C1)C 4-[4-(2-aminoethyl)phenyl]-3-(2-methyl-5-phenylpyrazol-3-yl)oxybenzonitrile